CO[Si]1(C(=NCC1)CCC[Si](OC)(OC)OC)OC 1,1-dimethoxy-1-sila-2-(3-(trimethoxysilyl)propyl)azacyclopentaneN